6-chloropyrazolo[1,5-a]quinoxalin-4(5H)-one ClC1=C2NC(C=3N(C2=CC=C1)N=CC3)=O